1-(7,7-dimethyl-2-(benzyloxyimino)bicyclo[2.2.1]heptan-1-yl)-N-(3-(trifluoromethyl)phenyl)methanesulfonamide CC1(C2(C(CC1CC2)=NOCC2=CC=CC=C2)CS(=O)(=O)NC2=CC(=CC=C2)C(F)(F)F)C